C1=CC=C2C=CC(=CC=C12)C1OCCO1 2-(azulen-6-yl)-1,3-dioxolane